F\C(=C/C=1C=C(C=NC1C)C(=O)N[C@@H]1[C@H](CCCC1)O)\C=1C=NC=C(C1)NC1COC1 5-[(Z)-2-fluoro-2-{5-[(oxetan-3-yl)amino]pyridin-3-yl}vinyl]-N-[(1S,2S)-2-hydroxycyclohexyl]-6-methylpyridine-3-carboxamide